C(#N)C1=CC=C(C=C1)N1C(N(C=2C1=NC=C(C2)C(=O)O)C)=O 3-(4-cyanophenyl)-1-methyl-2-oxoimidazo[4,5-b]pyridine-6-carboxylic acid